2-((8-amino-7-fluoro-6-(7-methyl-2-oxido-1,3-dihydroisothiazolo[4,3-b]pyridin-6-yl)isoquinolin-3-yl)amino)-5,6-dihydro-4H-pyrazolo[1,5-d][1,4]diazepin-7(8H)-one NC=1C(=C(C=C2C=C(N=CC12)NC1=NN2CC(NCCC2=C1)=O)C=1C(=C2C(=NC1)CS(N2)=O)C)F